ClC1=C(CN2CCC(CC2)C(CCCC)=O)C=CC=C1 1-(1-(2-chlorobenzyl)piperidine-4-yl)pentan-1-one